7-(2-(1-methoxyisoquinolin-6-yl)-5-(5-(trifluoromethyl)pyrazin-2-yl)oxazol-4-yl)-6,7-dihydro-1,7-naphthyridin-8(5H)-one COC1=NC=CC2=CC(=CC=C12)C=1OC(=C(N1)N1CCC=2C=CC=NC2C1=O)C1=NC=C(N=C1)C(F)(F)F